cesium-manganese [Mn].[Cs]